magnesium diperchlorate Cl(=O)(=O)(=O)[O-].Cl(=O)(=O)(=O)[O-].[Mg+2]